ClC1=C(C(=CC=C1)F)C1=NC2=C(C(NC=3C=C(C=CC23)C2=CC=CC=C2)=O)N1 2-(2-chloro-6-fluorophenyl)-7-phenyl-3,5-dihydroimidazo[4,5-c]quinoline-4-one